1-[1-(6-cyclopropyl-3-pyridyl)ethyl]-6-[1-(5-fluoropyrimidin-2-yl)propyl-methyl-amino]-4-oxo-5H-pyrazolo[3,4-d]pyrimidine-3-carbonitrile C1(CC1)C1=CC=C(C=N1)C(C)N1N=C(C2=C1N=C(NC2=O)N(C)C(CC)C2=NC=C(C=N2)F)C#N